(4R)-2-(3-chloropropyl)-4-fluoropyrrolidine-2-carboxylic acid methyl ester COC(=O)C1(NC[C@@H](C1)F)CCCCl